4-Diphenylmethyl-2,6-di-tert-butylphenol C1(=CC=CC=C1)C(C1=CC(=C(C(=C1)C(C)(C)C)O)C(C)(C)C)C1=CC=CC=C1